C(C)(=O)C1=CC(=NC2=CC(=CC=C12)C(=O)O)C1=CC=C(C=C1)C(F)(F)F 4-acetyl-2-(4-(trifluoromethyl)phenyl)quinoline-7-carboxylic acid